C1(=CC=CC=C1)[C@@H](C)N (R)-(+)-alpha-phenylethylamine